2-Chloro-N-{2-[4-(difluoromethyl)-1,3-thiazol-5-yl]-2-(4-{[(4-phenyl-4H-1,2,4-triazol-3-yl)oxy]methyl}piperidin-1-yl)ethyl}-6-fluorobenzamide ClC1=C(C(=O)NCC(N2CCC(CC2)COC2=NN=CN2C2=CC=CC=C2)C2=C(N=CS2)C(F)F)C(=CC=C1)F